C(C1=CC=CC=C1)OC=1N=C(C(=NC1)C=O)Cl (benzyloxy)-3-chloropyrazine-2-carbaldehyde